ethyl (4-((5-(4-(1H-pyrazol-1-yl)phenyl)-1H-pyrazol-3-yl)amino)-3-methylphenyl)carbamate N1(N=CC=C1)C1=CC=C(C=C1)C1=CC(=NN1)NC1=C(C=C(C=C1)NC(OCC)=O)C